C1(CCC1)C1=NC=C2NC=NC2=N1 CYCLOBUTYL-PURINE